ClC1=C2CCN([C@@H](C2=C(C=C1)OCC=1N(C(C=CC1)=O)C)CN1CC2(CC2)CC1=O)C(=O)[C@H]1[C@H](CCCC1)C (1S,2R)-2-((S)-5-Chloro-8-((1-methyl-6-oxo-1,6-dihydropyridin-2-yl)methoxy)-1-((6-oxo-5-azaspiro[2.4]heptan-5-yl)methyl)-1,2,3,4-tetrahydroisochinolin-2-carbonyl)-1-methylcyclohexan